COC=1C=C2CCN(CC2=CC1NC1=NC2=CC(=CC=C2C=N1)NC1=CC=CC(=N1)CO)C [6-({2-[(6-methoxy-2-methyl-1,2,3,4-tetrahydroisoquinolin-7-yl)amino]quinazolin-7-yl}amino)pyridin-2-yl]methanol